C1(=CC=C(C=C1)CCCCC1=CC=C(C=C1)C1=CC=CC=C1)C1=CC=CC=C1 1,4-di([1,1'-biphenyl]-4-yl)butane